(E)-3-(3-Hydroxyphenyl)-1-(4-iodophenyl)prop-2-en OC=1C=C(C=CC1)/C=C/CC1=CC=C(C=C1)I